methyl (r)-cyclopropane-1,2,3-tricarboxylate C1(C(C1C(=O)[O-])C(=O)[O-])C(=O)OC